NC1=C(CN)C=CC=C1 ortho-aminobenzylamine